COC(C(NC(C(NC(CN(C(OC(C)(C)C)=O)C)=O)C)=O)CC1=CC(=C(C=C1)OC)B1OC(C(O1)(C)C)(C)C)=O 12-(4-methoxy-3-(4,4,5,5-tetramethyl-1,3,2-dioxaborolan-2-yl)benzyl)-2,2,5,9-tetramethyl-4,7,10-trioxo-3-oxa-5,8,11-triazatridecane-13-oic acid methyl ester